N1C=C(C2=CC=CC=C12)/C=C/C1=CC=C(C=C1)\C=C\C1=CNC2=CC=CC=C12 1,4-di((E)-2-(1H-indol-3-yl)vinyl)benzene